N-(4-(6-fluoro-3,4-dihydroisoquinolin-2(1H)-yl)-2,6-dimethylphenyl)cyclohexanesulfonamide FC=1C=C2CCN(CC2=CC1)C1=CC(=C(C(=C1)C)NS(=O)(=O)C1CCCCC1)C